ClC=1C=C2C(CN(CC2=C(C1)Cl)C)C1=C(C=CC=C1)S(=O)(=O)N 6,8-dichloro-2-methyl-1,2,3,4-tetrahydroisoquinolin-4-yl(benzenesulfonamide)